5-{[(4-fluorophenyl)methyl]sulfanyl}-3-{1-[2-(morpholin-4-yl)-2-oxoethyl]-4-oxopyrrolidin-3-yl}-1H-pyrazole-4-carbonitrile FC1=CC=C(C=C1)CSC1=C(C(=NN1)C1CN(CC1=O)CC(=O)N1CCOCC1)C#N